FC1=C(C(=C2C=CNC2=C1F)S(=O)(=N)C)OC=1C=CC(=C(C(=N)N)C1)F 5-[[6,7-difluoro-4-(methylsulfonimidoyl)-1H-indol-5-yl]oxy]-2-fluoro-benzamidine